N-[(2E)-3-(2,4-dichlorobenzenesulfonyl)prop-2-en-1-yl]-2-oxo-1,2,5,6,7,8-hexahydroquinoline-3-carboxamide ClC1=C(C=CC(=C1)Cl)S(=O)(=O)/C=C/CNC(=O)C=1C(NC=2CCCCC2C1)=O